CC=1N=C2N(C=C(C=C2C(F)(F)F)C=2C=C3CCN(C(C3=CC2)=O)C2CCNCC2)C1 6-[2-methyl-8-(trifluoromethyl)imidazo[1,2-a]pyridin-6-yl]-2-(piperidin-4-yl)-3,4-dihydroisoquinolin-1-one